COC1=C(C=C(C=C1)[N+](=O)[O-])OC1=CC=C(C=C1)C(F)(F)F 1-Methoxy-4-nitro-2-(4-(tri-fluoromethyl)phenoxy)benzene